5-methyl-1-[3-(triethoxysilyl)propyl]-1H-tetrazole CC1=NN=NN1CCC[Si](OCC)(OCC)OCC